BrC=1C=C(C(=C(C(=O)O)C1)N[C@H]1[C@H](CCCC1)NC(=O)C1=CC(NC2=CC=CC=C12)=O)[N+](=O)[O-] 5-bromo-3-nitro-2-(((1R,2S)-2-(2-oxo-1,2-dihydro-quinoline-4-carboxamido)cyclohexyl)amino)benzoic acid